methyl (2S,3R)-3-(tert-butoxycarbonylamino)-2-[tert-butyl(dimethyl)silyl]oxy-3-phenyl-propanoate C(C)(C)(C)OC(=O)N[C@@H]([C@@H](C(=O)OC)O[Si](C)(C)C(C)(C)C)C1=CC=CC=C1